C[C@@H]1[C@@](N(C1)C(=O)OCC1=CC=CC=C1)(COS(=O)(=O)C)CCOS(=O)(=O)C benzyl (2R,3S)-3-methyl-2-(2-((methylsulfonyl)oxy)ethyl)-2-(((methylsulfonyl)oxy)methyl)azetidine-1-carboxylate